2-iodo-3-fluoropyridine IC1=NC=CC=C1F